6-chloro-N-(methyl-d3)pyrimidine-4-carboxamide ClC1=CC(=NC=N1)C(=O)NC([2H])([2H])[2H]